3,4-dihydroisoquinoline-2(1H)-benzoate C1N(CCC2=CC=CC=C12)C1=CC=CC=C1C(=O)[O-]